1,4-di(2'-bromoethoxy)-9,10-anthraquinone BrCCOC1=CC=C(C=2C(C3=CC=CC=C3C(C12)=O)=O)OCCBr